C(CCCC=CCC)[Si](OCC)(C)C 5-octenyldimethylethoxysilane